C(=C)SC=1SC2=C(N1)C(=CC=C2)SC 2-vinylthio-4-methylthiobenzothiazole